BrC1=CC(=C(C#N)C(=C1)OC([2H])([2H])[2H])F 4-bromo-2-fluoro-6-(methoxy-d3)benzonitrile